C(C)N1C(=CC=C1)C1=CC=C(S1)C=C(C#N)C#N 2-[5-(1-Ethyl-1H-pyrrol-2-yl)-thiophen-2-ylmethylene]-malononitrile